BrC1=C(C=C(C=C1OC)OC(C)=O)C(Br)Br Acetic acid 4-bromo-3-(dibromomethyl)-5-methoxyphenyl ester